C(C)(C)(C)OC(=O)N1C[C@@H](N(CC1)C=1C2=C(N=CN1)N(C=C2C2CC2)C2CC(C2)C#N)C (S)-4-(7-(3-cyanocyclobutyl)-5-cyclopropyl-7H-pyrrolo[2,3-d]pyrimidin-4-yl)-3-methylpiperazine-1-carboxylic acid tert-butyl ester